2-(2-((tert-butoxycarbonyl)amino)acetamido)acetic acid C(C)(C)(C)OC(=O)NCC(=O)NCC(=O)O